ClC=1C(=NC(=C(C1F)F)F)F 3-chloro-2,4,5,6-tetrafluoropyridine